C(C)(=O)[O-].C(C)[N+]1=CC(=CC=C1)CC 1,3-diethylpyridinium acetate